NC1=C(C=CC=C1)SC1=C(C=CC=C1)N (bis(2-aminophenyl)) sulfide